CC=1SC(=CN1)S(=O)(=O)Cl 2-methylthiazole-5-sulfonyl chloride